(2S)-5,5-dimethyl-2-{[(2-oxo-1,2,3,4-tetrahydroquinolin-7-yl)methyl]amino}hexanoic acid CC(CC[C@@H](C(=O)O)NCC1=CC=C2CCC(NC2=C1)=O)(C)C